4-((5-chloro-4-(1-isopropyl-1H-pyrazol-4-yl)pyrimidin-2-yl)amino)-3-methoxy-N-(tetrahydro-2H-pyran-4-yl)benzamide ClC=1C(=NC(=NC1)NC1=C(C=C(C(=O)NC2CCOCC2)C=C1)OC)C=1C=NN(C1)C(C)C